Cesium dioxalate C(C(=O)[O-])(=O)[O-].C(C(=O)[O-])(=O)[O-].[Cs+].[Cs+].[Cs+].[Cs+]